OC1=CC=C(C=C1)C[C@@H](C(=O)N[C@H](C(=O)N[C@H](C(=O)O)CCC(C)(C)C)[C@H](CC)C)NC(=O)[C@@H]1CNCCO1 (2S)-2-[(2S,3S)-2-[(2S)-3-(4-hydroxyphenyl)-2-{[(2S)-morpholin-2-yl]formamido}propanamido]-3-methylpentanamido]-5,5-dimethylhexanoic acid